3-(2-methyl-4-oxo-5-((2-(phenylamino)ethyl)amino)quinazolin-3(4H)-yl)piperidine-2,6-dione CC1=NC2=CC=CC(=C2C(N1C1C(NC(CC1)=O)=O)=O)NCCNC1=CC=CC=C1